COC=1C=C(C=C2C(=NC=NC12)N[C@H](C)C=1N=NC(=CC1)C)C1=NC=C(C=C1)C 8-Methoxy-N-[(1R)-1-(6-methylpyridazin-3-yl)ethyl]-6-(5-methyl-2-pyridinyl)quinazolin-4-amine